9-anthrylmethyl N,N-dicyclohexylcarbamate C1(CCCCC1)N(C(OCC=1C2=CC=CC=C2C=C2C=CC=CC12)=O)C1CCCCC1